C(C=C)S(=O)(=NC1=CC=C(C=C1)C1=NOC(=N1)C(F)(F)F)C allyl(methyl)((4-(5-(trifluoromethyl)-1,2,4-oxadiazol-3-yl)phenyl)imino)-λ6-sulfanone